hydroxy-3'-methoxy-flavone OC1=C(OC2=CC=CC=C2C1=O)C1=CC(=CC=C1)OC